thioxanthenol sulfonium salt [SH3+].C1=CC=CC=2SC3=CC=CC=C3C(C12)O